1,4,4a,9,9a,10-hexahydroanthracene C1C=CCC2CC3=CC=CC=C3CC12